2-(6-{[(1S,3r,5R)-1,5-dimethyl-8-azabicyclo[3.2.1]octan-3-yl]oxy}pyridazin-3-yl)-5-(pyrimidin-5-yl)pyridin-3-ol C[C@@]12CC(C[C@@](CC1)(N2)C)OC2=CC=C(N=N2)C2=NC=C(C=C2O)C=2C=NC=NC2